ClC=1C=C(C=C(C1)C(F)(F)F)C1=C(N(N=C1C(F)(F)F)C1=NN(C(=C1)OC)C)N 4-[3-chloro-5-(trifluoromethyl)phenyl]-2-(5-methoxy-1-methyl-pyrazol-3-yl)-5-(trifluoromethyl)pyrazol-3-amine